ClC=1C(=NC(=NC1)N1N=C(C=C1C)C)NC1=CC2=C(N(C(N2CCC(COC)(C)O)=O)C)C=C1 5-((5-Chloro-2-(3,5-dimethyl-1H-pyrazol-1-yl)pyrimidin-4-yl)amino)-3-(3-hydroxy-4-methoxy-3-methylbutyl)-1-methyl-1,3-dihydro-2H-benzo[d]imidazol-2-on